8-bromo-N-(5-chloro-6-(2H-1,2,3-triazol-2-yl)pyridin-3-yl)-2-(trifluoromethyl)-2,3-dihydro-4H-pyrido[4,3-b][1,4]oxazine-4-carboxamide BrC1=CN=CC2=C1OC(CN2C(=O)NC=2C=NC(=C(C2)Cl)N2N=CC=N2)C(F)(F)F